2-Cyclohexyl-6-methoxy-1-(3-phenylpropyl)-1H-benzo[d]imidazole C1(CCCCC1)C1=NC2=C(N1CCCC1=CC=CC=C1)C=C(C=C2)OC